FC(C1=CC(=NC=N1)C(C)=O)(F)F 1-[6-(trifluoromethyl)pyrimidin-4-yl]ethanone